ON(C(\C=C\C1=C(C=CC=C1)N1CCN(CC1)C(=O)C1(CC1)C(F)(F)F)=O)O (E)-N-hydroxy-3-(2-(4-(1-(trifluoromethyl)cyclopropane-1-carbonyl)piperazin-1-yl)phenyl)-N-hydroxyacrylamide